The molecule is an alpha-amino-acid anion that is the conjugate base of L-aspartic 4-semialdehyde, arising from deprotonation of the carboxy group. It derives from a L-aspartate(1-). It is a conjugate base of a L-aspartic 4-semialdehyde. C(C=O)[C@@H](C(=O)[O-])N